2-chloro-6-(piperidin-1-ylmethyl)-N-(1-(3,4,5-trimethoxyphenyl)-1H-imidazol-4-yl)thieno[2,3-d]pyrimidin-4-amine ClC=1N=C(C2=C(N1)SC(=C2)CN2CCCCC2)NC=2N=CN(C2)C2=CC(=C(C(=C2)OC)OC)OC